ClC=1C=C(C=C(C1)Cl)[C@H](CC(=O)O)NC1CC2(CN(C2)CCCC2=NC=3NCCCC3C=C2)C1 (S)-3-(3,5-dichlorophenyl)-3-((2-(3-(5,6,7,8-tetrahydro-1,8-naphthyridin-2-yl)propyl)-2-azaspiro[3.3]hept-6-yl)amino)propionic acid